Ethyl 3-hydroxycyclopentane-1-carboxylate OC1CC(CC1)C(=O)OCC